phenyl(pentacarbonylchromium) C1(=CC=CC=C1)[Cr](=C=O)(=C=O)(=C=O)(=C=O)=C=O